C1(CC1)C1=NN(C(=C1)NC(C(C)C=1C=NN(C1)C1=CC(=CC(=C1)C)F)=O)C(=O)OC(C)(C)C Tert-butyl 3-cyclopropyl-5-{2-[1-(3-fluoro-5-methylphenyl)pyrazol-4-yl]propanamido}pyrazole-1-carboxylate